CC=1C=C(C=NC1C)NC(C(N1[C@@H](CCCC1)C1=CC=CC=C1)=O)=O N-(5,6-dimethyl-3-pyridyl)-2-oxo-2-[(2S)-2-phenyl-1-piperidyl]acetamide